8-((tert-Butoxycarbonyl)amino)octyl 4-methylbenzenesulfonate CC1=CC=C(C=C1)S(=O)(=O)OCCCCCCCCNC(=O)OC(C)(C)C